4-((6-iodo-8-cyclopentyl-7-oxo-7,8-dihydropyrido[2,3-d]pyrimidin-2-yl)amino)piperidine IC1=CC2=C(N=C(N=C2)NC2CCNCC2)N(C1=O)C1CCCC1